FC(C1=NN(C=C1N1CC=CC=C1C1=NNC=C1)C1CN(C1)CCCCC#CC1=CC=CC=2N(C(N(C21)C)=O)C2C(NC(CC2)=O)=O)F N-(3-(difluoromethyl)-1-(1-(6-(1-(2,6-dioxopiperidin-3-yl)-3-methyl-2-oxo-2,3-dihydro-1H-benzo[d]imidazol-4-yl)hex-5-yn-1-yl)azetidin-3-yl)-1H-pyrazol-4-yl)-6-(1H-pyrazol-3-yl)pyridine